ClC1=CN(C2=NC=CC(=C21)OC2=C(C=C(C=C2F)NC(=S)N[C@@H](CO)CCO)F)COCC[Si](C)(C)C |r| (+/-)-N-{4-[(3-chloro-1-{[2-(trimethylsilyl)ethoxy]methyl}-1H-pyrrolo[2,3-b]pyridin-4-yl)oxy]-3,5-difluorophenyl}-N'-(1,4-dihydroxybutane-2-yl)thiourea